tert-butyl (S)-2-((4-(3-((2S,6R)-2,6-dimethylmorpholino)phenyl)thiazol-2-yl)carbamoyl)azetidine-1-carboxylate C[C@@H]1O[C@@H](CN(C1)C=1C=C(C=CC1)C=1N=C(SC1)NC(=O)[C@H]1N(CC1)C(=O)OC(C)(C)C)C